3-(5-(oxazol-2-yl)pyridin-3-yl)phenyl cyclopentylcarbamate C1(CCCC1)NC(OC1=CC(=CC=C1)C=1C=NC=C(C1)C=1OC=CN1)=O